N[C@@H]1CN(CC[C@H]1F)C1=NC2=C(N1CC1=NC=C(C=N1)Cl)C=CC(=C2)C#N 2-((3r,4r)-3-amino-4-fluoropiperidin-1-yl)-1-((5-chloropyrimidin-2-yl)methyl)-1H-benzo[d]imidazole-5-carbonitrile